n-eicosyl-ethyl-propyl-sulfonium chloride [Cl-].C(CCCCCCCCCCCCCCCCCCC)[S+](CCC)CC